phenyl-(4-tert-butylphenyl)phosphine oxide C1(=CC=CC=C1)P(C1=CC=C(C=C1)C(C)(C)C)=O